C1(CC1)C1=CC(=C(C(=C1)C)N1N=C(C(=C1)C(=O)N)NC(COC(F)F)=O)C 1-(4-cyclopropyl-2,6-dimethylphenyl)-3-(2-(difluoromethoxy)acetamido)-1H-pyrazole-4-carboxamide